C(CCCCCCC)(=O)C([C@@H]([C@@H]1C(=C(C(=O)O1)O)O)O)O 6-caprylyl-ascorbic acid